methyl 1-[6-(2-hydroxyphenyl)pyridazin-4-yl]-4-[(1-methyl-1H-pyrazol-3-yl)oxy]piperidine-4-carboxylate OC1=C(C=CC=C1)C1=CC(=CN=N1)N1CCC(CC1)(C(=O)OC)OC1=NN(C=C1)C